O1C(CCCC1)OCCCNC1=CC=C(CCNC(OC(C)(C)C)=O)C=C1 tert-Butyl 4-((3-((tetrahydro-2H-pyran-2-yl)oxy)propyl)amino)phenethylcarbamate